1,4-di-tert-butyl-2,3-dimethyl-(2S,3S)-piperazine C(C)(C)(C)N1[C@H]([C@@H](N(CC1)C(C)(C)C)C)C